di(trimethylsilyl) selenide C[Si](C)(C)[Se][Si](C)(C)C